ClC1=C(C#N)C=CC(=C1)N[C@H]([C@H](C)O)C=1OC(=NN1)C1=CC=C(C=C1)CN1CCN(CC1)CC=1C=NC=2C=C(C(NC2C1)=O)CC 2-chloro-4-(((1R,2S)-1-(5-(4-((4-((7-ethyl-6-oxo-5,6-dihydro-1,5-naphthyridin-3-yl)methyl)piperazin-1-yl)methyl)phenyl)-1,3,4-oxadiazol-2-yl)-2-hydroxypropyl)amino)-benzonitrile